propylenebis(2-oxazoline) C(C(C)C=1OCCN1)C=1OCCN1